5-(3,5-Bis((E)-2-methylbenzylmethylene)-4-oxopiperidin-1-yl)-5-oxo-N-(4-sulfonylphenyl)pentanamide N-[(1S)-1-benzyl-2-(dimethylamino)-2-oxo-ethyl]carbamate C(C1=CC=CC=C1)[C@@H](C(=O)N(C)C)NC(O)=O.CC1=C(C\C=C\2/CN(C\C(\C2=O)=C/CC2=C(C=CC=C2)C)C(CCCC(=O)NC2=CCC(C=C2)=S(=O)=O)=O)C=CC=C1